C1(CCCCC1)CNCCN N-cyclohexylmethylethane-1,2-diamine